S(N)([O-])(=O)=O.[Ni+2].S(N)([O-])(=O)=O nickel sulfamate